oxoacetate O=CC(=O)[O-]